[N+](=O)([O-])C1=CC=C(CC2=NC=C3N=CNC3=N2)C=C1 4-nitrobenzyl-9H-purine